(S)-(1-(4-fluoro-3-(trifluoromethyl)phenyl)cyclopropyl)(pyrrolidin-2-ylmethyl)carbamic acid cyclopropylmethyl ester C1(CC1)COC(N(C[C@H]1NCCC1)C1(CC1)C1=CC(=C(C=C1)F)C(F)(F)F)=O